5-(trifluoromethyl)nicotinic anhydride FC(C=1C=NC=C(C(=O)OC(C2=CN=CC(=C2)C(F)(F)F)=O)C1)(F)F